[Se](=O)(=O)(O)O.C[Li] methyllithium selenate